FC1(CC(C1)C(=O)NC1=CC=C(C=C1)F)F 3,3-difluoro-N-(4-fluorophenyl)cyclobutanecarboxamide